(S)-1-(2-chloro-5-(9-((3,3-difluoropiperidin-4-yl)methyl)-3,9-diazaspiro[5.5]undecane-3-carbonyl)-3-methylphenyl)dihydropyrimidine-2,4(1H,3H)-dione ClC1=C(C=C(C=C1C)C(=O)N1CCC2(CC1)CCN(CC2)C[C@H]2C(CNCC2)(F)F)N2C(NC(CC2)=O)=O